C1(=CC=CC=C1)N1CCC2=C1N=CN=C2OCCC2=NC=CC=C2 7-phenyl-4-(2-(pyridin-2-yl)ethoxy)-6,7-dihydro-5H-pyrrolo[2,3-d]pyrimidin